ClC=1C=CC2=C(N(CN(S2(=O)=O)[C@@H](C(C)C2=C(C(=CC=C2F)C)C)C2=NNC(O2)=O)C)C1 5-((1S)-1-(6-chloro-4-methyl-1,1-dioxido-3,4-dihydro-2H-benzo[e][1,2,4]thiadiazin-2-yl)-2-(6-fluoro-2,3-dimethylphenyl)propyl)-1,3,4-oxadiazol-2(3H)-one